(3-(4-Bromophenoxy)-6-hydroxybenzo[b]thiophen-2-yl)(3-methylthiophen-2-yl)Methanone BrC1=CC=C(OC=2C3=C(SC2C(=O)C=2SC=CC2C)C=C(C=C3)O)C=C1